[Ti].[Ca] Calcium-titanium